NC=1C=CC(=NC1N)N1[C@H](CCC1)C=1C(=NC=C(C1)F)O (R)-3-(1-(5,6-diaminopyridin-2-yl)pyrrolidin-2-yl)-5-fluoropyridin-2-ol